ClC=1C=C(C=CC1)C#C\C=C/1\C(CN(CC1)S(=O)(=O)C1CCN(CC1)C(=O)OCC)(C)C ethyl 4-({(4E)-4-[3-(3-chlorophenyl)prop-2-yn-1-ylidene]-3,3-dimethylpiperidin-1-yl}sulfonyl)piperidine-1-carboxylate